FC(C1(CC1)C1=NC2=C(N1COCC[Si](C)(C)C)C=CC(=C2)C(=O)N)(F)F 2-[1-(trifluoromethyl)cyclopropyl]-1-(2-trimethylsilylethoxymethyl)benzimidazole-5-carboxamide